CC=1C=CC(=NC1)S(=O)(=N)C1=CC=C(C(=O)O)C=C1 4-[(5-methyl-2-pyridyl)sulfonimidoyl]benzoic Acid